CN1N=CC(=C1)C1=C(C=CC=C1B1OC(C(O1)(C)C)(C)C)CC1CN(CCO1)C(=O)OC(C)(C)C tert-butyl 2-[[2-(1-methylpyrazol-4-yl)-3-(4,4,5,5-tetramethyl-1,3,2-dioxaborolan-2-yl)phenyl]methyl]morpholine-4-carboxylate